C(C)SC=1C(=NC=CC1)C=1SC2=C(N1)C=C(C=C2)C(F)(F)F 2-(3-ethylsulfanyl-pyridin-2-yl)-5-trifluoromethyl-benzothiazole